C1(=C2N(C=N1)CCC2)C(C(=O)OCC)=NO ethyl 2-(6,7-dihydro-5H-pyrrolo[1,2-C]imidazol-1-yl)-2-hydroxyiminoacetate